bis(diethyl dithio carbamate) copper [Cu+2].C(C)N(C([S-])=S)CC.C(C)N(C([S-])=S)CC